N-[(4S,5S)-7-{2-[(tert-butyldimethylsilyl)oxy]ethyl}-4-(4-fluorophenyl)-3-methyl-6-oxo-1-phenyl-1H,4H,5H,6H,7H-pyrazolo[3,4-b]pyridin-5-yl]-3-(trifluoromethyl)benzamide [Si](C)(C)(C(C)(C)C)OCCN1C2=C([C@@H]([C@@H](C1=O)NC(C1=CC(=CC=C1)C(F)(F)F)=O)C1=CC=C(C=C1)F)C(=NN2C2=CC=CC=C2)C